ClC1=C2C=NC(=NC2=CC=C1)C=1C=NN(C1)C 5-chloro-2-(1-methyl-1H-pyrazol-4-yl)quinazoline